1-(4Z,7Z,10Z,13Z,16Z,19Z-docosahexaenoyl)-2-(8Z,11Z,14Z-eicosatrienoyl)-glycero-3-phosphoserine CCCCC/C=C\C/C=C\C/C=C\CCCCCCC(=O)O[C@H](COC(=O)CC/C=C\C/C=C\C/C=C\C/C=C\C/C=C\C/C=C\CC)COP(=O)(O)OC[C@@H](C(=O)O)N